tert-Butyl 4-[4-[3-cyano-5-[(1R)-1-[4-(2,2,2-trifluoroethyl)-1,2,4-triazol-3-yl]ethoxy] imidazo[1,2-a]pyridin-7-yl]-5-methyl-triazol-1-yl]piperidine-1-carboxylate C(#N)C1=CN=C2N1C(=CC(=C2)C=2N=NN(C2C)C2CCN(CC2)C(=O)OC(C)(C)C)O[C@H](C)C2=NN=CN2CC(F)(F)F